N-(2-fluoroethyl)-6-methylpyridinecarboxamide FCCNC(=O)C1=NC(=CC=C1)C